(R)-N-(3,3-difluoro-1-methylpiperidin-4-yl)-5-(1-(2,2-difluoroethyl)-1H-benzo[d][1,2,3]triazol-6-yl)-4-methoxypyrrolo[2,1-f][1,2,4]triazin-2-amine FC1(CN(CC[C@H]1NC1=NN2C(C(=N1)OC)=C(C=C2)C=2C=CC1=C(N(N=N1)CC(F)F)C2)C)F